(E)-N-(4-(3-chloro-4-((3-fluorobenzyl)oxy)phenyl)-4H-pyrido[2,3,4-de]quinazolin-7-yl)-4-(dimethylamino)but-2-enamide ClC=1C=C(C=CC1OCC1=CC(=CC=C1)F)N1C=CC=2C=3C1=NC=NC3C=CC2NC(\C=C\CN(C)C)=O